[Ce].[Cu].[Al] aluminum copper-cerium